O1CCCCCCCCCCCCCCCC1 1-oxacycloheptadecan